ClC=1C(=NC=NC1)C(=O)NC(C(=O)O)CCN(CCCCC1=NC=2NCCCC2C=C1)CCOCC 2-[(5-chloropyrimidine-4-carbonyl)amino]-4-[2-ethoxyethyl-[4-(5,6,7,8-tetrahydro-1,8-naphthyridin-2-yl)butyl]amino]butanoic acid